2-(5-hydroxymethyl-1-methyl-1H-pyrazol-4-yl)pyrimidine-5-carboxylic acid ethyl ester C(C)OC(=O)C=1C=NC(=NC1)C=1C=NN(C1CO)C